(4S)-5-benzyloxy-4-(tert-butoxycarbonylamino)-5-oxo-pentanoic acid C(C1=CC=CC=C1)OC([C@H](CCC(=O)O)NC(=O)OC(C)(C)C)=O